N(N)C1=NC=CC=C1 2-hydrazinopyridine